Titanium-Aluminum [Al].[Ti]